ClC1=CC(=C(C(=C1)C)NC(=O)C1=CC(=NN1C1=C(C=CC=C1)Cl)C)/C=N/O (E)-N-(4-chloro-2-((hydroxyimino)methyl)-6-methylphenyl)-1-(2-chlorophenyl)-3-methyl-1H-pyrazole-5-carboxamide